FC1=C(OC2=CC3=C(N=C(N=C3)S(=O)(=O)C)N(C2=O)[C@H]2CN(CCC2)C(=O)OC(C)(C)C)C=CC(=C1)F tert-butyl (R)-3-(6-(2,4-difluorophenoxy)-2-(methylsulfonyl)-7-oxopyrido[2,3-d]pyrimidin-8(7H)-yl)piperidine-1-carboxylate